C1(CC1)NC(=O)C=1C=CC(=C(C1)C=1C=NC(=C(C(=O)N(C)C)C1)N[C@@H](CO)C)C (R)-5-(5-(cyclopropylcarbamoyl)-2-methylphenyl)-2-((1-hydroxypropan-2-yl)amino)-N,N-dimethylnicotinamide